C(C)(C)(C)OC(=O)N1CCC(CC1)CN1N=CC(=C1)C=1C2=C(N(N1)C=1C=NC(=C(C1)C)OC)CCOCC2.C(=O)(O)C=2NC=CN2 carboxyimidazole tert-Butyl-4-((4-(1-(6-methoxy-5-methylpyridin-3-yl)-4,5,7,8-tetrahydro-1H-oxepino[4,5-c]pyrazol-3-yl)-1H-pyrazol-1-yl)methyl)piperidine-1-carboxylate